NCC=1C(=NN(C1)[C@@H]1C[C@@H](C1)O)C(=O)N(C)C (aminomethyl)-1-(cis-3-hydroxycyclobutyl)-N,N-dimethyl-1H-pyrazole-3-carboxamide